4-(3-(6-fluoro-1H-indol-3-yl)-4-methylpyrrolidin-1-yl)butanehydrazide FC1=CC=C2C(=CNC2=C1)C1CN(CC1C)CCCC(=O)NN